S(=O)(=O)([O-])[O-].[K+].N1[C@@H](CCC1)C(=O)O.[K+] L-proline potassium sulfate